tert-butyl N-[(1S)-1-[2-(6-cyanopyrimidin-4-yl)-5-cyclopropyl-1,2,4-triazol-3-yl]ethyl]-carbamate C(#N)C1=CC(=NC=N1)N1N=C(N=C1[C@H](C)NC(OC(C)(C)C)=O)C1CC1